5-(2-(5-Fluoropyridin-2-yl)-6,6-dimethyl-6,7-dihydro-4H-pyrazolo[5,1-c][1,4]oxazin-3-yl)pyrazolo[1,5-a]pyridin-7-amine FC=1C=CC(=NC1)C1=NN2C(COC(C2)(C)C)=C1C1=CC=2N(C(=C1)N)N=CC2